[NH2+]1C=CCC2=CC=CC=C12 1,4-dihydroquinolinium